N=C(CCCSCCC(=O)OCCCCCCCCCCCCCC)NCCNCCN1CCN(CC1)CCNC(CCCSCCC(OCCCCCCCCCCCCCC)=O)=N tetradecyl 3-((4-imino-4-((2-((2-(4-(2-(4-((3-oxo-3-(tetradecyloxy)propyl)thio)butanimidamido)ethyl)piperazin-1-yl)ethyl)amino)ethyl)amino)butyl)thio)propanoate